C(#N)C=1C=C(C=CC1)[C@@H](CC(=O)NC)NC1=NC(=NC=2CCCCC12)N1CC2(CN(C2)C(=O)OC(C)(C)C)CC1 tert-butyl (R)-6-(4-((1-(3-cyanophenyl)-3-(methylamino)-3-oxopropyl)amino)-5,6,7,8-tetrahydroquinazolin-2-yl)-2,6-diazaspiro[3.4]octane-2-carboxylate